C(C)N1N=CC=C1C(=O)N[C@H](C(NC1=NC=CC(=C1)[C@@H](C)N1C(N[C@@H](C1)C(F)(F)F)=O)=O)C1CCC(CC1)C 1-ethyl-N-((S)-1-((1r,4S)-4-methylcyclohexyl)-2-oxo-2-((4-((R)-1-((S)-2-oxo-4-(trifluoromethyl)imidazolidin-1-yl)ethyl)pyridin-2-yl)amino)ethyl)-1H-pyrazole-5-carboxamide